O=S1(N(CCN1C1=CC=CC=C1)CC(=O)NC1C2CC3(CC(CC1C3)C2)C(=O)N)=O 4-(2-(1,1-dioxido-5-phenyl-1,2,5-thiadiazolidin-2-yl)acetamido)adamantane-1-carboxamide